N1CC(C1)N1C2CN(CC1CC2)C2=C1C(=NC=C2)NC(=N1)C=1C=NN(C1)C 7-(8-(azetidin-3-yl)-3,8-diazabicyclo[3.2.1]oct-3-yl)-2-(1-methyl-1H-pyrazol-4-yl)-3H-imidazo[4,5-b]pyridine